2,4-Dimethylheptan-4-ol CC(C)CC(CCC)(O)C